C(C)(=O)N1CCCC12CCN(CC2)CC2=C(C(=NC=C2)C=2C=C1CN(C(C1=CC2)=O)C2C(NC(CC2)=O)=O)F 3-(5-(4-((1-acetyl-1,8-diazaspiro[4.5]decan-8-yl)methyl)-3-fluoropyridin-2-yl)-1-oxoisoindolin-2-yl)piperidine-2,6-dione